C(C)(C)(C)OC(=O)N1C(C2=C(CC1)N=C(S2)C=2C=NC(=NC2)N2C[C@H](CC2)F)=O (S)-2-(2-(3-fluoropyrrolidin-1-yl)pyrimidin-5-yl)-4-oxo-6,7-dihydrothiazolo[5,4-c]pyridine-5(4H)-carboxylic acid tert-butyl ester